((2S,5S)-9-(thiazol-4-ylethynyl)-2,3-dihydro-2,5-methanopyrido[3,4-f][1,4]oxazepin-4(5H)-yl)(4-(trifluoromethyl)bicyclo[2.2.1]heptan-1-yl)methanone S1C=NC(=C1)C#CC1=CN=CC=2[C@H]3N(C[C@@H](OC21)C3)C(=O)C32CCC(CC3)(C2)C(F)(F)F